FC=1C=C(C=CC1)[C@@H]1N(CCC1)C=1C=CC=2N(N1)C(=CN2)C2=CC=CC(=N2)N2CCC(CC2)N(C)CC2=CC=C(C=N2)N2C(NC(CC2)=O)=O (R)-1-(6-(((1-(6-(6-(2-(3-fluorophenyl)pyrrolidin-1-yl)imidazo[1,2-b]pyridazin-3-yl)pyridin-2-yl)piperidin-4-yl)(methyl)amino)methyl)pyridin-3-yl)dihydropyrimidine-2,4(1H,3H)-dione